2-ethyl-4-methyl-3,5,6-trifluorobenzyl (1RS)-cis-3-[(Z)-2-chloro-3,3,3-trifluoro-1-propenyl]-2,2-dimethylcyclopropanecarboxylate Cl\C(=C/[C@@H]1C([C@@H]1C(=O)OCC1=C(C(=C(C(=C1F)F)C)F)CC)(C)C)\C(F)(F)F